C(=CCCCCCCCCC=C)OCCC1=CC=CC=C1 (2-(dodeca-1,11-dien-1-yloxy)ethyl)benzene